3-[(tert-butoxycarbonyl)(methyl)amino]-1-[(4-methoxyphenyl)methyl]indazol-6-ylboronic acid C(C)(C)(C)OC(=O)N(C1=NN(C2=CC(=CC=C12)B(O)O)CC1=CC=C(C=C1)OC)C